3,5-dibromocyclohexene BrC1C=CCC(C1)Br